5-methyl-(6S)-tetrahydrofolate disodium salt [Na+].[Na+].CN1C=2C(NC(=NC2NC[C@@H]1CNC1=CC=C(C(N[C@@H](CCC(=O)[O-])C(=O)O)=O)C=C1)N)=O.CN1C=2C(NC(=NC2NC[C@@H]1CNC1=CC=C(C(N[C@@H](CCC(=O)[O-])C(=O)O)=O)C=C1)N)=O